3-cyclopropyl-5-(2,6-dichloro-4-nitrophenoxy)-1-ethyl-1,2-dihydropyridin-2-one C1(CC1)C=1C(N(C=C(C1)OC1=C(C=C(C=C1Cl)[N+](=O)[O-])Cl)CC)=O